Cl.N[C@@H](CC1=CNC2=CC=CC=C12)C(=O)N L-tryptophanamide hydrochloride salt